3-(Trifluoromethyl)pyrazole tert-butyl-5-(8-carbamoyl-6-fluoro-1,2,4,9-tetrahydrospiro-[carbazole-3,1'-cyclopropan]-5-yl)-3,6-dihydropyridine-1(2H)-carboxylate C(C)(C)(C)OC(=O)N1CCC=C(C1)C1=C2C=3CC4(CC4)CCC3NC2=C(C=C1F)C(N)=O.FC(C1=NNC=C1)(F)F